4-bromo-3-hydroxy-N-(prop-2-yn-1-yl)benzamide BrC1=C(C=C(C(=O)NCC#C)C=C1)O